CC1=CC(=C2C(=N1)ON=C2NC(OCC(Cl)(Cl)Cl)=O)C2=C(C=C(C=C2F)F)F 2,2,2-Trichloroethyl [6-methyl-4-(2,4,6-trifluorophenyl)[1,2]oxazolo[5,4-b]pyridin-3-yl]carbamate